6-ethyl-1,16-hexadecanedicarboxylic acid C(C)C(CCCCCC(=O)O)CCCCCCCCCCC(=O)O